(S)-N-(5-(4-(4-acryloyl-3-(cyanomethyl)piperazin-1-yl)quinazolin-6-yl)-2-methoxypyridin-3-yl)-2,6-difluorobenzenesulfonamide C(C=C)(=O)N1[C@H](CN(CC1)C1=NC=NC2=CC=C(C=C12)C=1C=C(C(=NC1)OC)NS(=O)(=O)C1=C(C=CC=C1F)F)CC#N